2-(3-Acetyl-5-(methylsulfonamido)-1H-indol-1-yl)acetic acid tert-butyl ester C(C)(C)(C)OC(CN1C=C(C2=CC(=CC=C12)NS(=O)(=O)C)C(C)=O)=O